3-chloro-6-(trifluoromethyl)benzothiophene-2-carboxylic acid ethyl ester C(C)OC(=O)C=1SC2=C(C1Cl)C=CC(=C2)C(F)(F)F